(R)-4-(2-Amino-2-methylpropanoyl)-N-(1-(4-(2-(3-(aminomethyl)piperidin-1-yl)ethyl)phenyl)-2-oxo-1,2-dihydropyrimidin-4-yl)piperazine-1-carboxamide hydrochloride salt Cl.NC(C(=O)N1CCN(CC1)C(=O)NC1=NC(N(C=C1)C1=CC=C(C=C1)CCN1C[C@H](CCC1)CN)=O)(C)C